ClC=1C(=NC=C(C1I)Cl)N(S(=O)(=O)CCC)COCC[Si](C)(C)C N-(3,5-dichloro-4-iodopyridin-2-yl)-N-((2-(trimethylsilyl)ethoxy)methyl)propane-1-sulfonamide